COC(C1=CC=C(C=C1)C#CC(CO)(C)C)=O 4-(4-hydroxy-3,3-dimethyl-but-1-ynyl)benzoic acid methyl ester